rac-tert-butyl (3S,6R)-3-amino-6-hydroxyazepane-1-carboxylate hydrochloride Cl.N[C@@H]1CN(C[C@@H](CC1)O)C(=O)OC(C)(C)C |r|